4-isocyanato-8-(trifluoromethyl)-1,2,3,5,6,7-hexahydro-s-indacene N(=C=O)C1=C2CCCC2=C(C=2CCCC12)C(F)(F)F